OCC1CNCCC1NC(=O)C1=CC(=CC=2N(C=NC21)CC(F)(F)F)C#CCNC2=C(C=C(C=C2)S(=O)(=O)C)OC N-[3-(hydroxymethyl)-4-piperidyl]-6-[3-(2-methoxy-4-methylsulfonyl-anilino)prop-1-ynyl]-1-(2,2,2-trifluoroethyl)benzimidazole-4-carboxamide